3-chloro-N2-[(1S)-1-methyl-2-(methylsulfonyl)ethyl]-N1-[2-methyl-4-[1,2,2,2-tetrafluoro-1-(trifluoromethyl)ethyl]phenyl]-1,2-benzenedicarboxamide ClC1=C(C(=CC=C1)C(=O)NC1=C(C=C(C=C1)C(C(F)(F)F)(C(F)(F)F)F)C)C(=O)N[C@H](CS(=O)(=O)C)C